2-(1-naphthyl)-pyrazolo[1,5-a]pyrimidine C1(=CC=CC2=CC=CC=C12)C1=NN2C(N=CC=C2)=C1